7,8-diiodo-1-octene IC(CCCCC=C)CI